tert-butyl 4-(2-(1-hydroxy-3-oxoisoindolin-2-yl) ethyl)-1H-pyrazole-1-carboxylate OC1N(C(C2=CC=CC=C12)=O)CCC=1C=NN(C1)C(=O)OC(C)(C)C